COC([C@@H](CBr)C)=O.[Zn] zinc (S)-(3-methoxy-2-methyl-3-oxopropyl) bromide